C(#N)C=1C=NN2C1C(=CC(=C2)C=2C=NN(C2)C)N2CCN(CCC2)C(=O)NCC=2C=NC(=CC2)N2N=CC(=C2)F 4-(3-cyano-6-(1-methyl-1H-pyrazol-4-yl)pyrazolo[1,5-a]pyridin-4-yl)-N-((6-(4-fluoro-1H-pyrazol-1-yl)pyridin-3-yl)methyl)-1,4-diazacycloheptane-1-carboxamide